FC1=CC(=C(C=C1)B(O)O)OC(C)C (4-fluoro-2-isopropoxy-phenyl)boronic acid